[2-(tert-Butoxycarbonylamino)ethyl]-4-chloro-pyrrolo[2,3-b]pyridine-2-carboxylic acid methyl ester COC(=O)C1=C(C=2C(=NC=CC2Cl)N1)CCNC(=O)OC(C)(C)C